C(CC(O)(C(=O)[O-])CC(=O)[O-])(=O)[O-].[Mg+2].C(CC(O)(C(=O)[O-])CC(=O)[O-])(=O)[O-].[Mg+2].[Mg+2] Magnesium citrate